F[P-](F)(F)(F)(F)F.CN1C=[N+](C=C1)CCCCCCCCCCCCCCCCCC 1-Methyl-3-octadecylimidazolium hexafluorophosphate